rubidium barium boron selenium iodine [I].[Se].[B].[Ba].[Rb]